8-[(1-tert-Butoxycarbonyl-piperidin-4-ylmethyl)-amino]-6-(2-methyl-pyridin-4-yl)-imidazo[1,2-a]pyrazine-2-carboxylic acid ethyl ester C(C)OC(=O)C=1N=C2N(C=C(N=C2NCC2CCN(CC2)C(=O)OC(C)(C)C)C2=CC(=NC=C2)C)C1